C(C)OC(=O)C=1N(C(=CC1C)C)C ethyl-1,3,5-trimethyl-pyrrole-2-carboxylate